CC(C)(C)[S@](=O)N[C@H](C)C1=C(C=C(C=C1)B1OC(C(O1)(C)C)(C)C)C (S)-2-methyl-N-((R)-1-(2-methyl-4-(4,4,5,5-tetramethyl-1,3,2-dioxaborolan-2-yl)phenyl)ethyl)propane-2-sulfinamide